2-(p-fluorophenyl)-5-(trifluoromethyl)furan-3-carboxamide FC1=CC=C(C=C1)C=1OC(=CC1C(=O)N)C(F)(F)F